C(CC)N(C=O)CCC N,N-dipropylcarboxamide